NC1=NC=CC=C1C1=NC=2C(=NC(=CC2)N2N=CC=C2)N1C=1C=C2CC[C@@H](C2=CC1)NC1C2COCC1CN(C2)C(C=C)=O 1-(9-(((S)-5-(2-(2-aminopyridin-3-yl)-5-(1H-pyrazol-1-yl)-3H-imidazo[4,5-b]pyridin-3-yl)-2,3-dihydro-1H-inden-1-yl)amino)-3-oxa-7-azabicyclo[3.3.1]nonan-7-yl)prop-2-en-1-one